(4-(4-methyl-3-oxopiperazin-1-yl)phenyl)boronic acid pinacol ester CN1C(CN(CC1)C1=CC=C(C=C1)B1OC(C)(C)C(C)(C)O1)=O